ClC1=C(C=CC(=C1)OC)C1=CC(=C(C=N1)N1CC(CCC1)(C(C(F)F)O)NC(OC(C)(C)C)=O)CO tert-butyl (1-(6-(2-chloro-4-methoxyphenyl)-4-(hydroxymethyl)pyridin-3-yl)-3-(2,2-difluoro-1-hydroxyethyl)piperidin-3-yl)carbamate